COC=1C=C2C(=CC=NC2=CC1OC)OC1=CC=C(C=C1)NC(=O)C1=NN(C(C=C1C)=O)C1=CC=CC=C1 N-(4-((6,7-Dimethoxyquinolin-4-yl)oxy)phenyl)-4-methyl-6-oxo-1-phenyl-1,6-dihydropyridazine-3-carboxamide